BrC1=CC2=C(N=C(S2)NCCN2CCN(CC2)CC(=O)OC(C)(C)C)C=C1 tert-butyl 2-(4-(2-((6-bromobenzo[d]thiazol-2-yl)amino)ethyl)piperazin-1-yl)acetate